NCCNCCC[Si](OC)(OC)C N-(aminoethyl)-γ-aminopropyl-methyl-dimethoxysilane